Nitrosothiourea N(=O)NC(=S)N